2-(dimethylamino)-1-(4-fluoro-1H-indol-3-yl)ethan-1-one CN(CC(=O)C1=CNC2=CC=CC(=C12)F)C